FC(C=1C(=C(C=CC1)S(=O)(=O)N)CCN=C=S)(F)F 3-trifluoromethyl-(2-isothiocyanato)ethyl-benzenesulfonamide